N1-[2-(dimethylamino)ethyl]-3-methoxy-N1-methylbenzene-1,4-diamine CN(CCN(C1=CC(=C(C=C1)N)OC)C)C